2-(3-(2-cyano-2-(6-methoxy-1H-benzo[d]imidazol-2-yl)vinyl)-2,5-dimethyl-1H-pyrrol-1-yl)-4,5-dimethylthiophene-3-carbonitrile C(#N)C(=CC1=C(N(C(=C1)C)C=1SC(=C(C1C#N)C)C)C)C1=NC2=C(N1)C=C(C=C2)OC